phenyl-N,N-dimethylurea C1(=CC=CC=C1)NC(N(C)C)=O